bis{4-[bis(4-methylphenyl)sulfonio]phenyl}sulfide CC1=CC=C(C=C1)[S+](C1=CC=C(C=C1)SC1=CC=C(C=C1)[S+](C1=CC=C(C=C1)C)C1=CC=C(C=C1)C)C1=CC=C(C=C1)C